4-(ETHYLAMINO)BUTANOIC ACID C(C)NCCCC(=O)O